(1,3-dicarboxy-propyl) ureidoglutarate N(C(=O)N)C(C(=O)OC(CCC(=O)O)C(=O)O)CCC(=O)[O-]